dithiobis(N-β-hydroxyethylpiperazine) OCCN1C(CNCC1)SSC1N(CCNC1)CCO